1-[5-(4-fluorophenyl)-7-iodo-6-tetrahydropyran-3-yl-pyrrolo[2,3-f]indazol-1-yl]-2,2-dimethyl-propan-1-one FC1=CC=C(C=C1)N1C(=C(C2=C1C=C1C=NN(C1=C2)C(C(C)(C)C)=O)I)C2COCCC2